dimethyl-(N-octyl)ammonium C[NH+](CCCCCCCC)C